FC=1C=C2C(=C3N(C2=CC1)CCC(C3)(F)F)C=O 2,8,8-trifluoro-6,7,8,9-tetrahydropyrido[1,2-a]indole-10-carbaldehyde